benzyl 3-(benzoyloxy)-4-oxopiperidine-1-carboxylate C(C1=CC=CC=C1)(=O)OC1CN(CCC1=O)C(=O)OCC1=CC=CC=C1